(5-(methylthio)thiazol-2-yl)methanol CSC1=CN=C(S1)CO